3-amino-5,6-bis-trifluoromethyl-pyridine-2-carboxylic acid (3,3,3-trifluoro-2-hydroxy-2-methyl-propyl)-amide FC(C(CNC(=O)C1=NC(=C(C=C1N)C(F)(F)F)C(F)(F)F)(C)O)(F)F